5'-[7,7-difluoro-2-[(2S,3R)-3-hydroxy-2-methyl-azetidin-1-yl]-5,6-dihydrocyclopenta[d]pyrimidin-4-yl]-3-ethyl-spiro[imidazolidine-5,1'-indane]-2,4-dione FC1(CCC2=C1N=C(N=C2C=2C=C1CCC3(C1=CC2)C(N(C(N3)=O)CC)=O)N3[C@H]([C@@H](C3)O)C)F